6,6-difluoro-2-isocyanospiro[3.3]heptane-2-carboxylic acid ethyl ester C(C)OC(=O)C1(CC2(C1)CC(C2)(F)F)[N+]#[C-]